2-(((2R,3S,4R,5R)-5-(6-amino-2-chloro-9H-purin-9-yl)-3-ethyl-3,4-dihydroxytetrahydrofuran-2-yl)methoxy)malonic acid NC1=C2N=CN(C2=NC(=N1)Cl)[C@H]1[C@@H]([C@@]([C@H](O1)COC(C(=O)O)C(=O)O)(O)CC)O